NC1=C2N=CN(C2=NC(=N1)F)[C@H]1C[C@@H]([C@@](O1)(C#C)COP(=O)(OC1=CC=CC=C1)N[C@@H](C)C(=O)OC(CCCCCCCC)CCCCCCCC)O Heptadecan-9-yl ((((2R,3S,5R)-5-(6-amino-2-fluoro-9H-purin-9-yl)-2-ethynyl-3-hydroxytetrahydrofuran-2-yl)methoxy)(phenoxy)phosphoryl)-L-alaninate